2-(4-(6,7-Dimethoxyquinolin-2-yl)-2-fluorophenyl)-N-(3-(2-(dimethylamino)ethoxy)-5-(trifluoromethyl)phenyl)acetamide phenyl-2,4-dihydroxybenzoate C1(=CC=CC=C1)OC(C1=C(C=C(C=C1)O)O)=O.COC=1C=C2C=CC(=NC2=CC1OC)C1=CC(=C(C=C1)CC(=O)NC1=CC(=CC(=C1)C(F)(F)F)OCCN(C)C)F